diethyl (2-fluoro-4-(hydroxymethyl)phenyl) phosphate P(=O)(OCC)(OCC)OC1=C(C=C(C=C1)CO)F